tert-butyl (2S,4S)-2-(hydroxymethyl)-4-methylpyrrolidine-1-carboxylate OC[C@H]1N(C[C@H](C1)C)C(=O)OC(C)(C)C